4-(5-acetamido-3-fluoro-2-methoxyphenyl)butanoic acid C(C)(=O)NC=1C=C(C(=C(C1)CCCC(=O)O)OC)F